BrC1=CC(=CC(=N1)N1CCOCC1)[N+](=O)[O-] 4-(6-bromo-4-nitropyridin-2-yl)morpholine